methyl (S)-7-(4-(trifluoromethyl)phenyl)-1,2,3,4-tetrahydroisoquinoline-3-carboxylate FC(C1=CC=C(C=C1)C1=CC=C2C[C@H](NCC2=C1)C(=O)OC)(F)F